6-cyclopropylamino-1,3-bis(4-fluorophenyl)pyrimidine-2,4(1H,3H)-dione C1(CC1)NC1=CC(N(C(N1C1=CC=C(C=C1)F)=O)C1=CC=C(C=C1)F)=O